CC12CC(C(CC1)C2(C)C)=CC2=CC=C(C=C2)C (+/-)-1,7,7-trimethyl-3-[(4-methylphenyl)methylene]bicyclo[2.2.1]heptan